1-(3-chloro-2-fluorobenzyl)-2-methylpiperidine-4-carboxylate ClC=1C(=C(CN2C(CC(CC2)C(=O)[O-])C)C=CC1)F